(E)-6-chloro-3-(3-(methoxyl)benzylidene)indole ClC1=CC=C2\C(\C=NC2=C1)=C/C1=CC(=CC=C1)OC